L-fucoitol C([C@@H](O)[C@H](O)[C@H](O)[C@@H](O)C)O